C(C1=CC=CC=C1)C1=NN(C(C1(C)N(C(OC(C)(C)C)=O)O)=O)C Tert-butyl N-(3-benzyl-1,4-dimethyl-5-oxo-4,5-dihydro-1H-pyrazol-4-yl)-N-hydroxycarbamate